ethyl 3-(dipropylamino)propionate C(CC)N(CCC(=O)OCC)CCC